[4-[[(3,4-dimethylpyrimido[4',5':4,5]thieno[2,3-c]pyridazin-8-yl)amino]methyl]phenyl]-pyrrolidin-1-yl-methanone CC1=C(C2=C(N=N1)SC1=C2N=CN=C1NCC1=CC=C(C=C1)C(=O)N1CCCC1)C